C(#N)C=1C=CC(=C(C1)C1=CC(=NC=C1C(=O)NC=1SC2=NC(=CC=C2N1)C1=CC=C(C=C1)C#N)CO)OC 4-(5-cyano-2-methoxyphenyl)-N-(5-(4-cyanophenyl)thiazolo[5,4-b]pyridin-2-yl)-6-(hydroxymethyl)nicotinamide